tert-butyl 6-hydroxy-6-(3-methyl-1-(o-tolyl)-1H-pyrazol-5-yl)-2-azaspiro[3.3]heptane-2-carboxylate OC1(CC2(CN(C2)C(=O)OC(C)(C)C)C1)C1=CC(=NN1C1=C(C=CC=C1)C)C